3-[2-amino-5-(2-chloro-6-methyl-4-pyridyl)thiazol-4-yl]benzonitrile NC=1SC(=C(N1)C=1C=C(C#N)C=CC1)C1=CC(=NC(=C1)C)Cl